C(C)(C)(C)OC(=O)N(C(C(=O)OC)=C)C(=O)OC(C)(C)C methyl 2-(bis(tert-butoxycarbonyl)amino)acrylate